C1(CCCC1)OCCC(C=O)(C)CC 4-(cyclopentyloxy)-2-ethyl-2-methylbutanal